2-(piperazin-1-yl)-7H-purine N1(CCNCC1)C1=NC=C2NC=NC2=N1